COC1CCC=2C=C(C=NC2C1)NC1=NC(=NC=C1)NC1=CC=C(C=C1)OCCCN1CCOCC1 4-(7-methoxy-5,6,7,8-tetrahydro-3-quinolylamino)-2-[p-(3-morpholinopropoxy)phenylamino]pyrimidine